C(C)(C)(C)OC(=O)N1CCC(CC1)CCOCCOS(=O)(=O)C1=CC=C(C)C=C1 4-(2-(2-(Tosyloxy)ethoxy)ethyl)piperidine-1-carboxylic acid tert-butyl ester